[Cu].BrC1=C(C=C(C(C=O)=C1)O)OC 5-Bromo-4-methoxysalicylaldehyde copper